tert-butyl (S)-7-(2,5-dioxo-2,5-dihydro-1H-pyrrol-1-yl)-2,2-dimethyl-4,10-dioxo-3,9-dioxa-5,11-diazatetradecan-14-oate O=C1N(C(C=C1)=O)[C@@H](CNC(OC(C)(C)C)=O)COC(NCCC(=O)OC(C)(C)C)=O